N1C=C(C2=CC=CC=C12)C[C@H]1C[C@H](CNC1)CO ((3R,5R)-5-((1H-indol-3-yl)methyl)piperidin-3-yl)methanol